4-(3-chloro-4-fluorobenzyl)phthalazin-1(2H)-one ClC=1C=C(CC2=NNC(C3=CC=CC=C23)=O)C=CC1F